(S)-N-(3-(2-chloro-4-hydroxyphenyl)-2-(dimethylamino)propyl)-4-cyclopropylbenzamide ClC1=C(C=CC(=C1)O)C[C@@H](CNC(C1=CC=C(C=C1)C1CC1)=O)N(C)C